[N+](=O)([O-])C1=C(C=CC=C1)CCC(=O)O 3-(2-nitrophenyl)propionic acid